COC(C(=C=NC1=C(C=CC=C1)Br)C1=CC=CC=C1)=O 3-((2-bromophenyl)imino)-2-phenylacrylic acid methyl ester